C(CCCCCCCC)C(COCCOCCOCCOCCO)O n-nonyl-pentaethylene glycol